2-chloro-5-fluoro-3-formyl-benzoic acid methyl ester COC(C1=C(C(=CC(=C1)F)C=O)Cl)=O